O=C1N(C=CC(N1)=O)[C@@H]1O[C@]2(C[C@@H](O[C@@H]1[C@@H]2O)C)CO[P@@](=O)(OC2=CC=CC=C2)N[C@@H](C)C(=O)OC(C)C isopropyl ((R)-(((1R,3S,5R,7R,8S)-7-(2,4-dioxo-3,4-dihydropyrimidin-1(2H)-yl)-8-hydroxy-3-methyl-2,6-dioxabicyclo[3.2.1]octan-5-yl)methoxy)(phenoxy)phosphoryl)-L-alaninate